N1=CN=C2NC=NC2=C1C=1C(=NC=CC1)NC=1C=C(C=CC1C)NC(C1=NC=CC(=C1F)C(F)(F)F)=O N-(3-((3-(9H-purin-6-yl)pyridin-2-yl)amino)-4-methylphenyl)-3-fluoro-4-(trifluoromethyl)picolinamide